C(#N)C1=C(C=C(C=C1)C1=NC=C(C#N)C=C1C=1C=C2C=NN(C2=CC1)C)F 6-(4-cyano-3-fluorophenyl)-5-(1-methyl-1H-indazol-5-yl)nicotinonitrile